C1(CC1)C=1N=CC2=C3C(=CC(=C2C1)S(NCC(C)C)(=O)=O)[C@@H](C[C@H]3NC(NC=3C=NC=CC3)=S)NC(=O)C=3C=NC=CC3 |r| N-[trans-(7RS,9RS)-3-cyclopropyl-5-(2-methylpropylsulfamoyl)-9-(pyridin-3-ylcarbamothioylamino)-8,9-dihydro-7H-cyclopenta[h]isoquinolin-7-yl]pyridine-3-carboxamide